N-boc-1,4-butanediamine C(=O)(OC(C)(C)C)NCCCCN